tert-Butyl 4-(1-hydroxy-2-methyl-propyl)-2-(2-oxo-3,4-dihydro-1H-quinolin-6-yl)piperidine-1-carboxylate OC(C(C)C)C1CC(N(CC1)C(=O)OC(C)(C)C)C=1C=C2CCC(NC2=CC1)=O